C1(=CCCCC1)C1=CN=C2N1COC1=C2C=NC=C1 3-(cyclohex-1-en-1-yl)-5H-imidazo[1,2-c]pyrido[3,4-e][1,3]oxazine